OCCNCCS(=O)(=O)[O-] N-(2-hydroxyethyl)-2-aminoethyl-sulfonate